NC1=CC(=C(OC2=CC=C3C=CN(C3=C2)C(=O)OC(C)(C)C)C=C1)C Tert-Butyl 6-(4-amino-2-methylphenoxy)-1H-indole-1-carboxylate